(11R)-6-[2,6-di(trideutero)methylphenyl]-11-(2-methylpropyl)-12-{spiro[2.3]hexan-5-yl}-9-oxa-2λ6-thia-3,5,12,19-tetraazatricyclo[12.3.1.14,8]nonadeca-1(17),4(19),5,7,14(18),15-hexaene [2H]C(C1=C(C(=CC=C1)C([2H])([2H])[2H])C1=NC=2N[SH4]C3=CC=CC(CN([C@@H](COC(=C1)N2)CC(C)C)C2CC1(CC1)C2)=C3)([2H])[2H]